6,7-dimethoxy-9-(2-(methyl((5-methylfuran-2-yl)methyl)amino)pyrimidin-5-yl)naphtho[2,3-c]furan-1(3H)-one hydrochloride Cl.COC1=CC2=CC3=C(C(OC3)=O)C(=C2C=C1OC)C=1C=NC(=NC1)N(CC=1OC(=CC1)C)C